5-Fluoroadamantan FC12CC3CC(CC(C1)C3)C2